O=C1NC(CCC1N1C(C2=CC=CC(=C2C1=O)NCC=1C=NN(C1)CCC(=O)O)=O)=O 3-[4-[[[2-(2,6-dioxo-3-piperidyl)-1,3-dioxo-isoindolin-4-yl]amino]methyl]pyrazol-1-yl]propanoic acid